C(C)C1OC2=CC(=CC=C2C(C1)=O)O[C@@H](C1=CC=NC=C1)C1=C(C(=O)N)C=CC=C1 ((S)-((2-ethyl-4-oxochroman-7-yl)oxy)(pyridin-4-yl)methyl)benzamide